C(C)(=O)N1[C@H]([C@@H]([C@H](C2=CC(=CC=C12)C(=O)O)NC1=CC=C(C=C1)C#N)C)CC (2S,3R,4R)-1-acetyl-4-((4-cyanophenyl)amino)-2-ethyl-3-methyl-1,2,3,4-tetrahydroquinoline-6-carboxylic acid